(S)-N-(3-(2-((1,5-dimethyl-1H-pyrazol-3-yl)amino)-5-methylpyrimidin-4-yl)-1H-indol-7-yl)-2-(3-((6-((2-methoxyethyl)amino)pyrimidin-4-yl)oxy)pyrrolidin-1-yl)acetamide CN1N=C(C=C1C)NC1=NC=C(C(=N1)C1=CNC2=C(C=CC=C12)NC(CN1C[C@H](CC1)OC1=NC=NC(=C1)NCCOC)=O)C